CN1CCC(CC1)NC1=CC=C(C(=O)N)C=C1 4-((1-methylpiperidin-4-yl)amino)benzamide